1-heptyloctyl 4-[[4-(1-heptyloctoxy)-4-oxo-butyl]-[2-(1-isopropylpyrrolidin-2-yl)ethylsulfanylcarbonyl]amino]butanoate C(CCCCCC)C(CCCCCCC)OC(CCCN(CCCC(=O)OC(CCCCCCC)CCCCCCC)C(=O)SCCC1N(CCC1)C(C)C)=O